triphenylphosphine sulfide palladium [Pd].C1(=CC=CC=C1)P(C1=CC=CC=C1)(C1=CC=CC=C1)=S